benzyl 3-(4-chlorophenyl)-3-[[4-(trifluoromethoxy)phenyl]sulfonylamino]azetidine-1-carboxylate ClC1=CC=C(C=C1)C1(CN(C1)C(=O)OCC1=CC=CC=C1)NS(=O)(=O)C1=CC=C(C=C1)OC(F)(F)F